ClC=1C=C(CN2C3=C(C=4N=C5N(C=NC=C5)C42)C=NC=C3)C=CC1 5-(3-chlorobenzyl)-5H-pyrido[3'',4'':4',5']pyrrolo[3',2':4,5]imidazo[1,2-c]pyrimidine